CC=1N(C=C(N1)NC(CCNC1=NC=CC2=CC=C(C=C12)C1=NOC(=N1)C)=O)C(=O)OCCC propyl 2-methyl-4-(3-{[7-(5-methyl-1,2,4-oxadiazol-3-yl) isoquinolin-1-yl] amino} propionylamino)-1H-imidazole-1-carboxylate